COC1=NC=CC(=C1)C1=CC=C(C=C1)N1N=CC2=C(C=CC(=C12)C(=O)N)C#CC 1-(4-(2-methoxypyridin-4-yl)phenyl)-4-(propane-1-yne-1-yl)-1H-indazole-7-carboxamide